methyl 2-(l-N-methyl-5-[(tert-butoxy)carbonyl]-1H,4H,5H,6H,7H-pyrazolo[4,3-c]pyridine-3-amidocyclopropyl)pyrimidine-5-carboxylate CN(C(=O)C1=NNC2=C1CN(CC2)C(=O)OC(C)(C)C)C2(CC2)C2=NC=C(C=N2)C(=O)OC